C(C=C)N(CC)C[Si](OCC)(OCC)OCC allyltriethoxysilylmethylethylamine